1-(4-(2-Chlorobenzyl)-3,4-dihydroquinoxalin-1(2H)-yl)-3-(pyrrolidin-1-yl)propan-1-one dimethyl(2-oxoheptyl)phosphonate COP(OC)(=O)CC(CCCCC)=O.ClC1=C(CN2CCN(C3=CC=CC=C23)C(CCN2CCCC2)=O)C=CC=C1